(6-(((3-Amino-4-methoxy-5-(3-methyl-1H-1,2,4-triazol-1-yl)benzyl)oxy)methyl)-5-fluoropyridin-2-yl)carbamic acid tert-butyl ester C(C)(C)(C)OC(NC1=NC(=C(C=C1)F)COCC1=CC(=C(C(=C1)N1N=C(N=C1)C)OC)N)=O